heptadecyl 6-aminocaproate NCCCCCC(=O)OCCCCCCCCCCCCCCCCC